C(C)OC(=O)C1(CC(=NO1)C1=C(C=C(C(=C1)N)F)Cl)C (5-amino-2-chloro-4-fluoro-phenyl)-5-methyl-4H-isoxazole-5-carboxylic acid ethyl ester